3-(7-bromo-2,6-dichloro-8-fluoro-quinazolin-4-yl)-3,6-diazabicyclo[3.1.1]heptane-6-carboxylic acid tert-butyl ester C(C)(C)(C)OC(=O)N1C2CN(CC1C2)C2=NC(=NC1=C(C(=C(C=C21)Cl)Br)F)Cl